N2-(5,6-difluoro-1H-indol-3-yl)-N1-methyl-5-(trifluoromethyl)-1H-benzo[d]imidazole-1,2-diamine FC=1C=C2C(=CNC2=CC1F)NC1=NC2=C(N1NC)C=CC(=C2)C(F)(F)F